N1=NC=CC(=C1)N1CCC1 pyridazin-5-ylazetidin